O=N[C@@H](CC(C)C)C(=O)O.[Ca] calcium ketoleucine